1H-1,2,3-benzotriazole-1-ol N1(N=NC2=C1C=CC=C2)O